OC=1C=C(C=CC1O)CCNC(C(=C)C)=O N-(3,4-dihydroxyphenylethyl)methacrylamide